benzyl (3-((2-(1-(3-(2,6-bis(benzyloxy)pyridin-3-yl)phenyl)piperidin-4-yl)ethyl)(methyl)amino)cyclobutyl)carbamate C(C1=CC=CC=C1)OC1=NC(=CC=C1C=1C=C(C=CC1)N1CCC(CC1)CCN(C1CC(C1)NC(OCC1=CC=CC=C1)=O)C)OCC1=CC=CC=C1